1'-[1-(3,5-difluoro-4-methanesulfonylphenoxy)propan-2-yl]-2-oxo-1,2-dihydrospiro[indole-3,4'-piperidine]-5-carbonitrile FC=1C=C(OCC(C)N2CCC3(CC2)C(NC2=CC=C(C=C23)C#N)=O)C=C(C1S(=O)(=O)C)F